ethyl (S)-2,2-difluoro-5-oxotetrahydro-1H-pyrrolizin-7a(5H)-carboxylate FC1(C[C@@]2(CCC(N2C1)=O)C(=O)OCC)F